OC(CCCCCCCCCCCC(=O)O)CCC(CCCCCC)O 13,16-Dihydroxydocosanoic acid